[C@H]1([C@H](O)[C@@H](O)[C@@H](O)[C@H](O1)CO)OC[C@@H]([C@@H]([C@@H](CCCC)O)O)NC(CCCCCCCCCCCCCCCCCCCCCCCCCCCC)=O (2S,3S,4R)-1-O-(α-D-galactosyl)-2-(N-nonacosanoylamino)-1,3,4-octanetriol